3-(pyridin-3-yl)-1,2,4-thiadiazol-5-amine N1=CC(=CC=C1)C1=NSC(=N1)N